C1(C=CC=C1)C1=C(C=CC=C1)C(C)C (2,4-cyclopentadiene-1-yl)((1-methylethyl)benzene)